(R)-5-(5-amino-3-((1-methylpiperidin-3-yl)amino)-1,2,4-triazine-6-yl)benzothiophene-4-ol NC=1N=C(N=NC1C1=CC=C2C(C=CS2)=C1O)N[C@H]1CN(CCC1)C